C1(CC1)N1N=C(C(=C1)C(=O)O)C(F)(F)F cyclopropyl-3-(trifluoromethyl)-1H-pyrazole-4-carboxylic acid